C(=C)C1(C(CC(CC1)=C(C)C)C(=C)C)C 1-vinyl-1-methyl-2-(1-methylvinyl)-4-(1-methylethylidene)-cyclohexane